ClC=1N=C(C=2N(C1)N=CC2C#N)C2=CC=C(C=C2)N2CCN(CC2)CC2=NC=CC(=C2)F 6-chloro-4-[4-[4-[(4-fluoro-2-pyridyl)methyl]piperazin-1-yl]phenyl]pyrazolo[1,5-a]pyrazine-3-carbonitrile